[Cu].[Fe].[Co].[Ni].[Al] Aluminum-Nickel-Cobalt-Iron-Copper